5-[2-(anthracen-9-yl)ethyl]-bicyclo[2.2.1]Hept-2-ene C1=CC=CC2=CC3=CC=CC=C3C(=C12)CCC1C2C=CC(C1)C2